C1N(CCC2=CC=CC=C12)C[C@H](CN1CCOC2=C(C1=O)C=CC(=C2)OC2CCN(CC2)CC2(COC2)C)O 4-[(2R)-3-(3,4-dihydro-1H-isoquinolin-2-yl)-2-hydroxypropyl]-8-[[1-[(3-methyloxetan-3-yl)methyl]-4-piperidinyl]oxy]-2,3-dihydro-1,4-benzoxazepin-5-one